C1(=CC=C(C=C1)C(=O)C1=C(C(=O)O)C=CC=C1)C1=CC=CC=C1 o-(4-biphenylcarbonyl)benzoic acid